4-(4-(benzo[d]thiazol-2-ylcarbamoyl)benzyl)-N-ethylpiperazine-1-carboxamide S1C(=NC2=C1C=CC=C2)NC(=O)C2=CC=C(CN1CCN(CC1)C(=O)NCC)C=C2